2-bromo-4-methyl-thiazole BrC=1SC=C(N1)C